ClC1([C@H]([C@@H]1C1=CC(=CC(=C1)Cl)Cl)C(=O)NC1=CC(=C(C=C1)Cl)NC(=O)C1(CC1)C#N)Cl |r| trans-rac-2,2-Dichloro-N-(4-chloro-3-(1-cyanocyclopropane-1-carboxamido)phenyl)-3-(3,5-dichlorophenyl)cyclopropane-1-carboxamide